3-(tert-butyl)-2'-(4,7-dimethyl-1H-inden-2-yl)-5-fluoro-[1,1'-biphenyl]-2-ol C(C)(C)(C)C1=C(C(=CC(=C1)F)C1=C(C=CC=C1)C=1CC2=C(C=CC(=C2C1)C)C)O